ClC1=C(NC=2NSC=3C2N=CC(N3)=NC(C(=O)O)C(C)O)C=CC=C1C1=CC3=C(OCCO3)C=C1 (3-(2-chloro-3-(1,4-benzodioxan-6-yl)anilino)isothiazolo[4,5-b]pyrazin-6-ylidene)amino-3-hydroxybutyric acid